FC(OC1=CC=C(C=C1)N1N=C(N=C1)N1CCC(CC1)CCN)(F)F 2-(1-(1-(4-(trifluoromethoxy)phenyl)-1H-1,2,4-triazol-3-yl)piperidin-4-yl)ethanamine